methyl 2-(5-chloro-2-hydroxybenzylidene-amino)-3-(4-hydroxyphenyl)propanoate ClC=1C=CC(=C(C=NC(C(=O)OC)CC2=CC=C(C=C2)O)C1)O